ClC1=C(C=CC(=C1)Cl)/C=C/C(=O)N1CCN(CC1)C(=O)C1=NC=NC(=C1)C(C)(C)O (E)-3-(2,4-dichlorophenyl)-1-(4-(6-(2-hydroxypropan-2-yl)pyrimidine-4-carbonyl)piperazin-1-yl)prop-2-en-1-one